4-amino-1-methylpyrimidin-2(1H)-one NC1=NC(N(C=C1)C)=O